NC1=NC=CC(=C1Cl)SC=1N=CC(=NC1)N1CCC2([C@@H](CN(C2)C2CNC2)N)CC1 (S)-8-(5-((2-amino-3-chloropyridin-4-yl)thio)pyrazin-2-yl)-2-(azetidin-3-yl)-2,8-diazaspiro[4.5]decan-4-amine